7-bromo-3-ethyl-8-methoxy-2,3-dihydro-1,5-benzothiazepin BrC=1C(=CC2=C(N=CC(CS2)CC)C1)OC